(5S)-8-chloro-5-(morpholin-4-yl)-1-[trans-4-(pyridin-2-yloxy)cyclohexyl]-5,6-dihydro-4H-[1,2,4]triazolo[4,3-a][1]benzazepine ClC=1C=CC2=C(C[C@@H](CC=3N2C(=NN3)[C@@H]3CC[C@H](CC3)OC3=NC=CC=C3)N3CCOCC3)C1